COC1=CC=C(CN(C2=NC=CC(=C2)OCCCC)CC2=CC=C(C=C2)OC)C=C1 2-(bis(4-methoxybenzyl)amino)-4-butoxypyridin